6-{5-chloro-2-[(oxan-4-yl)amino]pyrimidin-4-yl}-2-[2-(4-cyclopropylpiperidin-1-yl)-2-oxoethyl]-2,3-dihydro-1H-isoindol-1-one ClC=1C(=NC(=NC1)NC1CCOCC1)C1=CC=C2CN(C(C2=C1)=O)CC(=O)N1CCC(CC1)C1CC1